O1C=CC2=C1C=CC(=C2)C(C(=O)O)(C)C 2-(benzofuran-5-yl)-2-methylpropanoic acid